C(C)(C)(C)OC(=O)NCCN[C@@H]1C[C@H](N(C1)C(=O)OC(C)(C)C)C(=O)OC 1-tert-butyl 2-methyl (2S,4R)-4-[2-(tert-butoxycarbonylamino)ethylamino]pyrrolidine-1,2-dicarboxylate